C(C)(C)C1=CN=CC(=N1)C(=O)N 6-isopropylpyrazine-2-carboxamide